1,5-diaza-anthracene N1=CC=CC2=CC3=NC=CC=C3C=C12